COC1=C(C(=O)O)C(=CC(=C1OC)OC)[N+](=O)[O-] 2,3,4-trimethoxy-6-nitrobenzoic acid